2-(2-(2-(2-((4-bromopyridin-2-yl)oxy)ethoxy)ethoxy)ethoxy)acetic acid BrC1=CC(=NC=C1)OCCOCCOCCOCC(=O)O